O[C@@H]1CN(CC1)C(=O)N(C)C1CCC(CC1)N1N=C2C=C(C(=CC2=C1)C(=O)NC1=CN=C2N1N=CC=C2)OC 2-((1S,4r)-4-((S)-3-Hydroxy-N-methylpyrrolidine-1-carboxamido)cyclohexyl)-N-(imidazo[1,2-b]pyridazin-3-yl)-6-methoxy-2H-indazole-5-carboxamide